2-[5-(2-oxoethyl)-3-thienyl]acetic acid O=CCC1=CC(=CS1)CC(=O)O